CSC1=NN2C(C(=N1)NCC(=O)OCC)=NC=C2C(F)(F)F ethyl N-[2-(methylsulfanyl)-7-(trifluoromethyl)imidazo[2,1-f][1,2,4]triazin-4-yl]glycinate